7-(6-amino-3-cyclopropyl-4-methylpyridin-2-yl)-N-(azetidin-3-ylmethyl)-8-fluoro-N-methyl-2-((tetrahydro-1H-pyrrolizin-7a(5H)-yl)methoxy)pyrido[4,3-d]pyrimidin-4-amine NC1=CC(=C(C(=N1)C1=C(C=2N=C(N=C(C2C=N1)N(C)CC1CNC1)OCC12CCCN2CCC1)F)C1CC1)C